(12aR)-9-bromo-8-iodo-10-methyl-6-oxo-3,4,12,12a-tetrahydro-6H-pyrazino[2,1-c][1,4]benzooxazepin-2(1H)-carboxylic acid tert-butyl ester C(C)(C)(C)OC(=O)N1C[C@@H]2COC3=C(C(N2CC1)=O)C=C(C(=C3C)Br)I